O1[C@@H](COCC1)COC=1C(=C2N(CCC3=CC(=CC=C23)O)C(C1)=O)C 2-((S)-1-[1,4]dioxan-2-ylmethoxy)-9-hydroxy-1-methyl-6,7-dihydro-pyrido[2,1-a]isoquinolin-4-one